COC=1C=C(/C=C/C2=CC=C(OCC3(COC(OC3)(C)C)COC3COC(OC3)C)C=C2)C=C(C1)OC 5-((4-((E)-3,5-dimethoxystyryl)phenoxy)methyl)-2,2-dimethyl-5-((((2s,5s)-2-methyl-1,3-dioxan-5-yl)oxy)methyl)-1,3-dioxane